CC1=CC=C(C=C1)OO[SH4]CNC(=O)C1CCOCC1 N-{[(4-methylphenyl)dioxy-λ6-thio]Methyl}tetrahydropyran-4-carboxamide